(2R,4S)-tert-butyl 4-(4-chloro-3-((1-methyl-1H-benzo[d]imidazol-5-yl)ethynyl)-1H-pyrrolo[3,2-c]pyridin-1-yl)-2-(methoxymethyl)pyrrolidine-1-carboxylate ClC1=NC=CC2=C1C(=CN2[C@H]2C[C@@H](N(C2)C(=O)OC(C)(C)C)COC)C#CC2=CC1=C(N(C=N1)C)C=C2